5-(((5-bromofuran-2-yl)methylene)amino)-N-(4-(chlorodifluoromethoxy)Phenyl)-6-(3-hydroxypyrrolidin-1-yl)nicotinamide BrC1=CC=C(O1)C=NC=1C(=NC=C(C(=O)NC2=CC=C(C=C2)OC(F)(F)Cl)C1)N1CC(CC1)O